(R)-1-(1-(1-((1-(4-(4-(3-Amino-6-(2-hydroxyphenyl)pyridazin-4-yl)morpholin-2-yl)-2-methylbenzoyl)piperidin-4-yl)methyl)piperidin-4-yl)-2-methyl-1H-indol-4-yl)dihydropyrimidine NC=1N=NC(=CC1N1C[C@H](OCC1)C1=CC(=C(C(=O)N2CCC(CC2)CN2CCC(CC2)N2C(=CC3=C(C=CC=C23)N2CNCC=C2)C)C=C1)C)C1=C(C=CC=C1)O